BrC=1N(C=C(N1)C(=O)OCC)CC1=NC=C(C=N1)Cl ethyl 2-bromo-1-[(5-chloropyrimidin-2-yl)methyl]imidazole-4-carboxylate